BrC1=CC(=NC=C1)CN1C(CN(CC2=C1C=CC=C2)C(CC2=CC=C(C=C2)C(F)(F)F)=O)CCC2CCCC2 1-(1-((4-bromopyridin-2-yl)methyl)-2-(2-cyclopentylethyl)-1,2,3,5-tetrahydro-4H-benzo[e][1,4]diazepin-4-yl)-2-(4-(trifluoromethyl)phenyl)ethan-1-one